benzoquinolin-10-oate N1=CC=CC2=CC=C3C(=C12)C(=CC=C3)C(=O)[O-]